C[N+]1=NOC(=C1)[N-]C(NC1=CC(=CC(=C1)C(F)(F)F)NC(CC1=CC=CC=C1)=O)=O (3-Methyl-1,2,3-oxadiazol-3-ium-5-yl)((3-(2-phenylacetamido)-5-(trifluoromethyl)phenyl)carbamoyl)amide